C1(=CC=CC=C1)C=1C(=CC2=C(OCO2)C1)C=O 6-phenylbenzo[d][1,3]dioxole-5-carbaldehyde